ClC=1C(=NC2=CC(=C(N=C2C1N[C@H](C)C=1C=C(C#N)C=CC1F)C=1C=NC(=CC1)[P@](=O)(C)CC)F)C 3-((R)-1-((3-chloro-6-(6-((S)-ethyl(methyl)phosphoryl)pyridin-3-yl)-7-fluoro-2-methyl-1,5-naphthyridin-4-yl)amino)ethyl)-4-fluorobenzonitrile